NC1=NC=C(C=2C1=CN(N2)C2OCCCC2)NC(C(N2[C@H](CC[C@@H](C2)C)C2CCC(CC2)(F)F)=O)=O |r| N-(4-amino-2-tetrahydropyran-2-yl-pyrazolo[4,3-c]pyridin-7-yl)-2-oxo-2-[rac-(2R,5S)-2-(4,4-difluorocyclohexyl)-5-methyl-1-piperidyl]acetamide